3-(6-phenoxypyridin-3-yl)azetidine-1-carboxylic acid tert-butyl ester C(C)(C)(C)OC(=O)N1CC(C1)C=1C=NC(=CC1)OC1=CC=CC=C1